tert-butyl 4-(4-(dimethylcarbamoyl) phenyl)-1,4-diazacycloheptan-1-carboxylate CN(C(=O)C1=CC=C(C=C1)N1CCN(CCC1)C(=O)OC(C)(C)C)C